[Cl-].C(CCCCCCCCCCCCC)[NH2+]CCC[Si](OC)(OC)OC tetradecyl-(3-trimethoxysilylpropyl)ammonium chloride